(2s,3r)-5,7-bis(benzyloxy)-2-(3,4,5-tris(benzyloxy)-2-fluorophenyl)chroman-3-ol sodium phenyl-(2,4,6-trimethylbenzoyl)phosphonate C1(=CC=CC=C1)OP([O-])(=O)C(C1=C(C=C(C=C1C)C)C)=O.[Na+].C(C1=CC=CC=C1)OC1=C2C[C@H]([C@@H](OC2=CC(=C1)OCC1=CC=CC=C1)C1=C(C(=C(C(=C1)OCC1=CC=CC=C1)OCC1=CC=CC=C1)OCC1=CC=CC=C1)F)O